benzyl 4-(cyanomethyl)-4-methoxypiperidine-1-carboxylate C(#N)CC1(CCN(CC1)C(=O)OCC1=CC=CC=C1)OC